trimethoxysilylpropyl(diethylamino)(methyldiethoxysilylpropylamino)methyl ethyl sulfide C(C)SC(NCCC[Si](OCC)(OCC)C)(N(CC)CC)CCC[Si](OC)(OC)OC